[N+](=O)([O-])C1=CC=C(C=C1)N1N=C2C(=C1)CNC2 2-(4-nitrophenyl)-2,4,5,6-tetrahydropyrrolo[3,4-c]pyrazole